4-[(3R)-3-(3-bromo-2-methyl-phenoxy)butyl]piperidine BrC=1C(=C(O[C@@H](CCC2CCNCC2)C)C=CC1)C